N-[4-[2-chloro-3-(4-methylpiperazin-1-yl)phenoxy]-5-ethyl-6-(2-isobutoxyphenyl)pyrimidin-2-yl]-1H-pyrazole-4-sulfonamide ClC1=C(OC2=NC(=NC(=C2CC)C2=C(C=CC=C2)OCC(C)C)NS(=O)(=O)C=2C=NNC2)C=CC=C1N1CCN(CC1)C